C1(=C(C=CC=C1)C(=C)N1C(C2=CC=CC=C2C1=O)=O)C 2-(1-(o-tolyl)vinyl)isoindoline-1,3-dione